dichlorobis[di-t-butyl(4-dimethylaminophenyl)]phosphine ClP(C1=C(C(=C(C=C1)N(C)C)C(C)(C)C)C(C)(C)C)(C1=C(C(=C(C=C1)N(C)C)C(C)(C)C)C(C)(C)C)Cl